2,4,6-trifluoro-N-[6-(1-methylpiperidine-4-carbonyl)-2-pyridyl]benzamide hemisuccinate salt C(CCC(=O)O)(=O)O.FC1=C(C(=O)NC2=NC(=CC=C2)C(=O)C2CCN(CC2)C)C(=CC(=C1)F)F.FC1=C(C(=O)NC2=NC(=CC=C2)C(=O)C2CCN(CC2)C)C(=CC(=C1)F)F